BrC=1C(=C(N)C=C(C1)Cl)Cl 3-bromo-2,5-dichloroaniline